C(C1=CC=CC=C1)OC=1C(C(=CN2C1C(N1CCC=C([C@@H]2C1)F)=O)C(=O)NCC1=C(C=C(C=C1F)F)F)=O |o1:20| (7S)- or (7R)-12-(benzyloxy)-6-fluoro-1,11-dioxo-N-(2,4,6-trifluorobenzyl)-1,4,7,11-tetrahydro-3H-2,7-methanopyrido[1,2-a][1,4]diazonine-10-carboxamide